[3-[(2S)-2-[[4-(3,8-diazabicyclo[3.2.1]octan-3-yl)-8-fluoro-7-(3-hydroxy-1-naphthyl)quinazolin-2-yl]oxymethyl]pyrrolidin-1-yl]propyl]carbamate C12CN(CC(CC1)N2)C2=NC(=NC1=C(C(=CC=C21)C2=CC(=CC1=CC=CC=C21)O)F)OC[C@H]2N(CCC2)CCCNC([O-])=O